C1(CC1)C1=C(C(=NO1)C1=C(C=CC=C1Cl)Cl)COC1CCN(CC1)C1=CC=C(C=C1)C#CC(=O)OCC Ethyl 3-(4-(4-((5-cyclopropyl-3-(2,6-dichlorophenyl)isoxazol-4-yl)methoxy)piperidin-1-yl)phenyl)propiolate